NO.[N+](=O)([O-])C=1C=NNC1 4-nitro-pyrazole hydroxylamine salt